O=C1C(COC1)NC([O-])=O (4-oxooxolan-3-yl)carbamate